OCC1=NN(C=2N=C(NC(C21)=O)CCC2=NC=CC=N2)C(C)C=2C=NC(=CC2)C(F)(F)F 3-(hydroxymethyl)-6-(2-(pyrimidin-2-yl)ethyl)-1-(1-(6-(trifluoromethyl)pyridin-3-yl)ethyl)-1H-pyrazolo[3,4-d]pyrimidin-4(5H)-one